ClC=1C=NC=C(C1[C@@H](C)OC=1C=C2C(=NNC2=CC1)C=1C=C(N)C=C(C1)OC)Cl 3-[5-[(1R)-1-(3,5-dichloro-4-pyridyl)ethoxy]-1H-indazol-3-yl]-5-methoxy-aniline